NC1=CC=C(C(=O)NC2(CC=C(C=C2)N)OC)C=C1 4,4'-diamino-1'-methoxybenzanilide